2,2'-Bis(3,4-difluorophenylamino)-9,9'-spirobi[9H-fluorene] FC=1C=C(C=CC1F)NC1=CC=2C3(C4=CC=CC=C4C2C=C1)C1=CC=CC=C1C=1C=CC(=CC13)NC1=CC(=C(C=C1)F)F